C(#N)C1=C(C=CC=C1C)C=1CCCC2=C(C1C1=CC=C(C=C1)C=C1CN(C1)CCCF)C=CC(=C2)C(=O)O 8-(2-cyano-3-methylphenyl)-9-(4-((1-(3-fluoropropyl)azetidin-3-ylidene)methyl)phenyl)-6,7-dihydro-5H-benzo[7]annulene-3-carboxylic acid